NC1=NNC=2C1=NC(=CC2)C2=C(C=C(C=C2)S(=O)(=O)NC2CCC(CC2)O)C 4-(3-amino-1H-pyrazolo[4,3-b]pyridin-5-yl)-N-(4-hydroxycyclohexyl)-3-methylbenzenesulfonamide